FC=1C(=C(C(=O)O)C=CC1)NS(=O)(=O)C 3-fluoro-2-(methylsulfonamido)benzoic Acid